C1(=CC=CC=C1)N1C(CNCC1)C(=O)N 1-phenyl-piperazine-2-carboxamide